behenyl n-dodecanoate C(CCCCCCCCCCC)(=O)OCCCCCCCCCCCCCCCCCCCCCC